N1C=C(C2=CC=CC=C12)CCC(=O)NC=1SC=C(N1)C1=C(NC2=CC=CC=C12)C 3-(1H-indol-3-yl)-N-[4-(2-methyl-1H-indol-3-yl)thiazol-2-yl]propionamide